C(N)(=O)OP(=O)([O-])[O-] carbamylphosphate